N-Methyl-Norvaline CN[C@@H](CCC)C(=O)O